4-chloro-N-(5-((4-fluorophenyl)ethynyl)-3-methylpyridin-2-yl)-1-((1-isobutyrylpiperidin-3-yl)methyl)-1H-pyrazole-5-carboxamide ClC=1C=NN(C1C(=O)NC1=NC=C(C=C1C)C#CC1=CC=C(C=C1)F)CC1CN(CCC1)C(C(C)C)=O